(S)-(3-((4-(2-azidopropan-2-yl)-6-chloro-2,7-naphthyridin-1-yl)oxy)propyl)(imino)(methyl)-λ6-sulfanone N(=[N+]=[N-])C(C)(C)C1=CN=C(C2=CN=C(C=C12)Cl)OCCC[S@@](=O)(C)=N